BrCCOC1=CC(=C(C(=C1)N)N)C(F)(F)F 5-(2-bromoethoxy)-3-(trifluoromethyl)benzene-1,2-diamine